P(=O)(OC1=C(C=CC=C1)C)(OC1=C(C=CC=C1C)C)[O-] tolyl 2,6-xylyl phosphate